1-(6-nitrobenzo[d][1,3]dioxol-5-yl)ethan-1-one [N+](=O)([O-])C=1C(=CC2=C(OCO2)C1)C(C)=O